C1(CCCC1)N1C(C=C(C2=C1N=C(N=C2)NC2=C(C=CC=C2)N2CC(CCC2)CS(=O)(=O)C)C#C[Si](C(C)C)(C(C)C)C(C)C)=O 8-Cyclopentyl-2-({2-[3-(methanesulfonylmethyl)piperidin-1-yl]phenyl}amino)-5-[2-(triisopropylsilyl)ethynyl]pyrido[2,3-d]pyrimidin-7-one